C(\C=C/C(=O)[O-])(=O)[O-].[Ca+2] Calcium maleat